8-(3,5-dichlorophenyl)-N-[(4S)-3,4-dihydro-2H-chromen-4-yl]-4-(3,6-dihydro-2H-pyran-4-yl)quinoline-3-carboxamide ClC=1C=C(C=C(C1)Cl)C=1C=CC=C2C(=C(C=NC12)C(=O)N[C@H]1CCOC2=CC=CC=C12)C=1CCOCC1